ClC1=C(C(=CC=C1)Cl)/C(/N1CC(C(C1)C)(F)F)=N\NS(=O)(=O)C1=CC=C(C=C1)C N-[(E)-[(2,6-dichlorophenyl)-(3,3-difluoro-4-methyl-pyrrolidin-1-yl)methylene]amino]-4-methyl-benzenesulfonamide